tert-butyl 2-(3-((4-cyanophenyl)amino)propyl)morpholine-4-carboxylate C(#N)C1=CC=C(C=C1)NCCCC1CN(CCO1)C(=O)OC(C)(C)C